C(#N)C=1C=C(OC2=NC=C(C=N2)C=2C=C(C=NC2)NC2CN(C2)C(=O)OC(C)(C)C)C=CC1 tert-butyl 3-[[5-[2-(3-cyanophenoxy)pyrimidin-5-yl]-3-pyridyl]amino]azetidine-1-carboxylate